(S)-N-(2-methyl-5-(3-methyl-3H-imidazo[4,5-b]pyridin-5-yl)phenyl)-3-phenylisoxazolidine-2-carboxamide CC1=C(C=C(C=C1)C1=CC=C2C(=N1)N(C=N2)C)NC(=O)N2OCC[C@H]2C2=CC=CC=C2